lithium-tin-zinc-gold [Au].[Zn].[Sn].[Li]